C1(=CC=CC=C1)C(=O)C=1N=C(NC1)C1=CNC2=CC=CC=C12 (2-(1H-indole-3-yl)-1H-imidazole-4-yl) phenyl ketone